2-ethyl-6-[p-(1-methyl-4-pyrazolyl)phenylamino]-1-[6-(4-piperidyloxy)-2-pyridyl]-1,2-dihydro-3H-1,2,5,7-tetraazainden-3-one C(C)N1N(C2=NC(=NC=C2C1=O)NC1=CC=C(C=C1)C=1C=NN(C1)C)C1=NC(=CC=C1)OC1CCNCC1